OCCC(C(C)OC(=O)N1CCCCC1)C 1-piperidinecarboxylic acid 2-(2-hydroxyethyl)-1-methylpropylester